C(#N)C=1C=C(C=CC1CN1C=NC=2C=NC=3N=C(C=CC3C21)OC)S(=O)(=O)N 3-cyano-4-((7-methoxy-1H-imidazo[4,5-c][1,8]naphthyridin-1-yl)methyl)benzene-sulfonamide